COC[C@H]1C(N2C3=C(N=C(N=C3N1C)NCC=1C=NN(C1)CC=1C=NC(=CC1)C(F)(F)F)C=C2)([2H])[2H] (R)-5-(methoxymethyl)-4-methyl-N-((1-((6-(trifluoromethyl)pyridin-3-yl)methyl)-1H-pyrazol-4-yl)methyl)-5,6-dihydro-4H-pyrrolo[3,2,1-de]pteridin-6,6-d2-2-amine